ethyl 2-(((2S,5R)-2-carbamoyl-3-methyl-7-oxo-1,6-diazabicyclo[3.2.1]oct-3-en-6-yl) oxy)-2-fluoroacetate C(N)(=O)[C@H]1N2C(N([C@H](C=C1C)C2)OC(C(=O)OCC)F)=O